(R)-2-methyl-2-(5-(3-methylmorpholino)-1H-pyrazolo[4,3-b]pyridin-7-yl)propionitrile CC(C#N)(C)C1=C2C(=NC(=C1)N1[C@@H](COCC1)C)C=NN2